6-(2-amino-5-(3-((dimethylamino)methyl)-4-morpholinophenyl)-6-fluoropyridin-3-yl)-7-fluoro-3,4-dihydroisoquinolin-1(2H)-one NC1=NC(=C(C=C1C=1C=C2CCNC(C2=CC1F)=O)C1=CC(=C(C=C1)N1CCOCC1)CN(C)C)F